4-((5-chloro-7-(2-((4-chloro-3-isopropyl-2,6-dioxo-3,6-dihydropyrimidin-1(2H)-yl)methyl)thieno[3,2-b]pyridin-7-yl)-1H-indol-1-yl)methyl)piperidine-4-carbonitrile ClC=1C=C2C=CN(C2=C(C1)C1=C2C(=NC=C1)C=C(S2)CN2C(N(C(=CC2=O)Cl)C(C)C)=O)CC2(CCNCC2)C#N